6-fluoro-5-(3-nitro-1-((2-(trimethylsilyl)ethoxy)methyl)-1H-pyrazol-4-yl)indoline hydrochloride Cl.FC1=C(C=C2CCNC2=C1)C=1C(=NN(C1)COCC[Si](C)(C)C)[N+](=O)[O-]